COC(C1=C(N=C(C=C1C)N1CC(N(CC1)C(=O)C=1N=C2C(=NC1)N(CC2(C)C)C2=CC(=C(C=C2)F)F)(C)C)C)=O 6-(4-(5-(3,4-difluorophenyl)-7,7-dimethyl-6,7-dihydro-5H-pyrrolo[2,3-b]pyrazine-2-carbonyl)-3,3-dimethylpiperazin-1-yl)-2,4-dimethylnicotinic acid methyl ester